CC1=C(C2=C(N=CN=C2NC2(CC2)C)O1)C(=O)NCC1=CN=C(S1)C 6-methyl-N-[(2-methyl-1,3-thiazol-5-yl)methyl]-4-[(1-methylcyclopropyl)amino]furo[2,3-d]pyrimidine-5-carboxamide